1-[4-Cyano-2-fluoro-5-(2-methylphenoxy)phenyl]-2,6-dioxo-N-(2,2,2-trifluoroethyl)-1,2,3,6-tetrahydropyrimidine-4-carboxamide C(#N)C1=CC(=C(C=C1OC1=C(C=CC=C1)C)N1C(NC(=CC1=O)C(=O)NCC(F)(F)F)=O)F